N-(4-fluoro-3-(4,4,5,5-tetramethyl-1,3,2-dioxaborolan-2-yl)-5-(1,3,5-trimethyl-1H-pyrazol-4-yl)phenyl)propane-1-sulfonamide FC1=C(C=C(C=C1C=1C(=NN(C1C)C)C)NS(=O)(=O)CCC)B1OC(C(O1)(C)C)(C)C